CN1C(C2=C(C(=C1)C=1C=CC(=NC1)N1CCC3(CCN(C3)C(=O)OC(C)(C)C)CC1)C=CN2S(=O)(=O)C2=CC=C(C)C=C2)=O tert-butyl 8-[5-(6-methyl-7-oxo-1-tosyl-6,7-dihydro-1H-pyrrolo[2,3-c]pyridin-4-yl)pyridin-2-yl]-2,8-diazaspiro[4.5]decane-2-carboxylate